5-ethyl-5-methylheptane-2,4-dione C(C)C(C(CC(C)=O)=O)(CC)C